N-(2-(1H-pyrazol-4-yl)ethyl)-2-chloro-5,6-dimethyl-N-phenethylpyrimidin-4-amine N1N=CC(=C1)CCN(C1=NC(=NC(=C1C)C)Cl)CCC1=CC=CC=C1